C(#N)NC(=N)NCC(=O)NC1=C(C=C(C=C1)S(=O)(=O)NC1=CN=CS1)F 5-[[4-[[2-[(N-Cyanocarbamimidoyl)amino]acetyl]amino]-3-fluorophenyl]sulfonylamino]thiazol